O[C@H]1[C@](OC2=C1C=C(C=C2)C(=O)[O-])(C)COC (2s,3r)-3-hydroxy-2-(methoxymethyl)-2-methyl-2,3-dihydrobenzofuran-5-carboxylate